4-[2-(1-azaspiro[3.3]heptan-1-yl)-6,7-dihydro-5H-cyclopenta[d]pyrimidin-4-yl]benzamide N1(CCC12CCC2)C=2N=C(C1=C(N2)CCC1)C1=CC=C(C(=O)N)C=C1